[N+](=O)([O-])C1=CC=C(/C=C/C2=CC=C(OCCCCCCO)C=C2)C=C1 (E)-6-(4-(4-nitrostyryl)phenoxy)hexan-1-ol